N=1N=CN2C1C=CC(=C2)N [1,2,4]triazolo[4,3-a]pyridin-6-amine